sodium nickel copper iron manganate [Mn](=O)(=O)([O-])[O-].[Fe+2].[Cu+2].[Ni+2].[Na+]